ClC1=CC(=C(C=C1)N(S(=O)(=O)C=1C=CC2=C(C(=C(O2)C(=O)OCC)C)C1)CC)CN(C(C=C)=O)CC=1OC=CC1 ethyl 5-(N-(4-chloro-2-((N-(furan-2-ylmethyl) acrylamido) methyl) phenyl)-N-ethylsulfamoyl)-3-methylbenzofuran-2-carboxylate